1-(3-fluoro-4-methyl-phenyl)-2-methyl-propan-1-one FC=1C=C(C=CC1C)C(C(C)C)=O